BrC1=C(OCCN2C[C@@H](N([C@@H](C2)C)CC(=O)OC(C)(C)C)C)C=C(C(=C1)[N+](=O)[O-])C tert-Butyl 2-((2S,6R)-4-(2-(2-bromo-5-methyl-4-nitrophenoxy)ethyl)-2,6-dimethylpiperazin-1-yl)acetate